1,2,3-trimethyl-anthracene methyl-(S)-4-(1-(3-(difluoromethyl)-5-(3-(2,2-difluorovinyl)phenoxy)-1-methyl-1H-pyrazole-4-carboxamido)ethyl)benzoate COC(C1=CC=C(C=C1)[C@H](C)NC(=O)C=1C(=NN(C1OC1=CC(=CC=C1)C=C(F)F)C)C(F)F)=O.CC1=C(C(=CC2=CC3=CC=CC=C3C=C12)C)C